2-cyclohexane-dimethanol C1(C(CCCC1)CO)CO